BrC1=CC=C(C=C1)C=1N=C2N(C=CC=N2)C1C=O 2-(4-bromophenyl)-imidazo[1,2-a]pyrimidine-3-carbaldehyde